C(C)(C)(C)OC(=O)N[C@H](C(=O)N1[C@@H](C[C@H](C1)O)C(=O)NCC1=C(OCC(=O)OC)C=C(C=C1)C#C)C(C)(C)C methyl 2-[2-[[[(2S,4R)-1-[(2S)-2-(tert-butoxycarbonylamino)-3,3-dimethyl-butanoyl]-4-hydroxy-pyrrolidine-2-carbonyl]amino]methyl]-5-ethynyl-phenoxy]acetate